CN1C2=C(C=C1C(=O)NC1=C(C=CC=C1)COC1=CC=C(OC3C[C@@H]4CC[C@H](C3)N4C(=O)OC(C)(C)C)C=C1)SC=C2 tert-butyl (1S,5R)-3-[4-[[2-[(4-methylthieno[3,2-b]pyrrole-5-carbonyl)amino]phenyl]methoxy]phenoxy]-8-azabicyclo[3.2.1]octane-8-carboxylate